3-(6-chloro-1-{[2-(trimethylsilyl)ethoxy]methyl}pyrazolo[3,4-b]pyridin-3-yl)-4-cyclopropoxy-2-methoxypyridine ClC1=CC=C2C(=N1)N(N=C2C=2C(=NC=CC2OC2CC2)OC)COCC[Si](C)(C)C